ethyl (E)-3-[4-(oxan-2-yloxymethyl)phenyl]prop-2-enoate O1C(CCCC1)OCC1=CC=C(C=C1)/C=C/C(=O)OCC